(S)-2-((tert-butoxycarbonyl)(methyl)amino)propionic acid C(C)(C)(C)OC(=O)N([C@H](C(=O)O)C)C